N-lauroyl-N-methyl-alanine C(CCCCCCCCCCC)(=O)N([C@@H](C)C(=O)O)C